N1C=CC2=NC(=CC=C21)C(=O)O 1H-pyrrolo[3,2-b]pyridine-5-carboxylic acid